N-(2-chloroethyl)naphthalene-2-sulfonamide ClCCNS(=O)(=O)C1=CC2=CC=CC=C2C=C1